3-[(Isopropylsulfonyl)methyl]-N-(5-methyl-1,3,4-oxadiazol-2-yl)-5-(trifluoromethyl)[1,2,4]triazolo-[4,3-a]pyridine-8-carboxamide C(C)(C)S(=O)(=O)CC1=NN=C2N1C(=CC=C2C(=O)NC=2OC(=NN2)C)C(F)(F)F